tert-butyl 4-[6-benzyloxy-8-fluoro-7-(1,1,4-trioxo-1,2,5-thiadiazolidin-2-yl)-2-naphthyl]piperazine-1-carboxylate C(C1=CC=CC=C1)OC=1C=C2C=CC(=CC2=C(C1N1S(NC(C1)=O)(=O)=O)F)N1CCN(CC1)C(=O)OC(C)(C)C